methyl-4-methylimidazole CC=1NC=C(N1)C